C1(=CC=CC=C1)C(CC=O)O 3-phenyl-3-hydroxy-1-propanone